(sec-butylcyclopentadienyl)tris(dimethylamino)hafnium C(C)(CC)C1(C=CC=C1)[Hf](N(C)C)(N(C)C)N(C)C